FC1=C(C=CC(=C1)OCC=C(C)C)[C@@H](CC(=O)O)C#CC (3S)-3-{2-fluoro-4-[(3-methylbut-2-en-1-yl)oxy]Phenyl}hex-4-ynoic acid